ClC=1C=C(C=C(C1)OC(F)F)NC(=O)NC1CN(C1)C1=CC(=C(C(=C1)F)C1C(NC(CC1)=O)=O)F 1-(3-chloro-5-(difluoromethoxy)phenyl)-3-(1-(4-(2,6-dioxopiperidin-3-yl)-3,5-difluorophenyl)azetidin-3-yl)urea